[4-(3-methylpyridin-2-yl)-2-[(4-methylpyridin-2-yl)amino]-1,3-thiazol-5-yl]methanol CC=1C(=NC=CC1)C=1N=C(SC1CO)NC1=NC=CC(=C1)C